CC1(C2=CC=CC=C2C=2C=CC(=CC12)N(C1=CC=CC2=C1SC1=C2C=CC=C1)C1=CC=CC=2C(C3=CC=CC=C3C12)(C)C)C N-(9,9-dimethyl-9H-fluoren-2-yl)-N-(9,9-dimethyl-9H-fluoren-4-yl)dibenzothiophen-4-amine